C[C@H]1[C@H]([C@H]([C@@H]([C@@H](O1)O[C@@H]2[C@H]([C@@H](O[C@@H]([C@H]2O[C@H]3[C@@H]([C@H]([C@H]([C@H](O3)CO)O)O)O[C@H]4[C@H]([C@@H]([C@@H]([C@@H](O4)C)O)O)O)CO)O[C@H]5[C@H]([C@H](OC([C@@H]5O)O)CO)O)NC(=O)C)O)O)O The molecule is a branched amino pentasaccharide comprising two fucose, one glucosamine, and two galactose units (one at the reducing end), linked as shown. It has a role as an antigen. It is an amino pentasaccharide and a glucosamine oligosaccharide.